2-methylsulfanylacetamide CSCC(=O)N